racemic-D,L-leucine N[C@@H](CC(C)C)C(=O)O |r|